C(C)(C)(C)[S@](=O)N[C@H](CC1=CC=CC=C1)C1=CC(=CS1)C(=N)NO 5-((R)-1-(((S)-tert-butylsulfinyl)amino)-2-phenylethyl)-N-hydroxythiophene-3-carboxamidine